1-[3-chloro-4-[2-([[2-(methanesulfonylsulfanyl)-2-methylpropoxy]carbonyl]-oxy)ethyl]phenyl]-3-[[2-(2,6-dioxopiperidin-3-yl)-1-oxo-3H-isoindol-5-yl]methyl]urea ClC=1C=C(C=CC1CCOC(=O)OCC(C)(C)SS(=O)(=O)C)NC(=O)NCC=1C=C2CN(C(C2=CC1)=O)C1C(NC(CC1)=O)=O